propyl-(phenyl)dipentyloxysilane Gadolinium [Gd].C(CC)[Si](OCCCCC)(OCCCCC)C1=CC=CC=C1